2-(difluorohydroxymethyl)-2,4-bis(1,1,2,2,3,3,4,4-octafluorobutyl)-4,5,5-trifluoro-1,3-dioxolane sodium salt [Na].FC(C1(OC(C(O1)(F)C(C(C(C(F)F)(F)F)(F)F)(F)F)(F)F)C(C(C(C(F)F)(F)F)(F)F)(F)F)(O)F